C(C)C1(COCOC1)C 5-ethyl-5-methyl-1,3-dioxane